[Li].CCC Propane Lithium Salt